NC1=CC=C(C=N1)[C@@H]1N(C[C@H](CC1)C)C(C(=O)NC=1C=C(C(=NC1)NC(OC(C)(C)C)=O)C)=O |o1:7,10| rel-tert-butyl N-[5-[[2-[(2R,5S)-2-(6-amino-3-pyridyl)-5-methyl-1-piperidyl]-2-oxo-acetyl]amino]-3-methyl-2-pyridyl]carbamate